7-bromo-5-fluoro-4-methoxy-2,3-dihydro-1H-indene BrC=1C=C(C(=C2CCCC12)OC)F